C(C1=CC=CC=C1)OC1=NC(=CC=C1C=1C(=C2C(C(NC2=CC1)=O)(C)C)Br)OCC1=CC=CC=C1 [2,6-bis(benzyloxy)pyridin-3-yl]-4-bromo-3,3-dimethylindol-2-one